C(C=O)(C)(CC)C([Sr])C(C=O)(C)CC di-tert-pentanoyl-methyl-strontium